ClC1=C(N=C(N=N1)C)C(=O)OCC ethyl 6-chloro-3-methyl-1,2,4-triazine-5-carboxylate